4-hydroxy-2-methyl-6-(trifluoromethyl)pyrimidine OC1=NC(=NC(=C1)C(F)(F)F)C